BrC1=CC(=C(C=C1)C1COCCCN1C1=NC(=NC(=C1)C)N)Cl 4-[3-(4-bromo-2-chloro-phenyl)-1,4-oxazepan-4-yl]-6-methyl-pyrimidin-2-amine